N1=C(N=CC=C1)C1C(C1)C(=O)N 2-pyrimidin-2-yl-cyclopropanecarboxamide